O.[Fe].[Zn].[B].[Mg].[Ca] calcium-magnesium-boron-zinc-iron water